2-undecen-1-aldehyde C(C=CCCCCCCCC)=O